NC(C([C@H](CCC(C)(F)F)NC(=O)[C@@H]1CC2(CC2)CCN1C([C@H](C(C)(C)C)NC(OC)=O)=O)=O)=O Methyl ((S)-1-((S)-5-(((S)-1-amino-6,6-difluoro-1,2-dioxoheptan-3-yl)carbamoyl)-6-azaspiro[2.5]octan-6-yl)-3,3-dimethyl-1-oxobutan-2-yl)carbamate